C(C)(C)(C)C=1N(C=C(N1)C(=O)O)C 2-tert-butyl-1-methyl-imidazole-4-carboxylic acid